FC(OC1=CC=C(C=C1)N1C(C(=NC2=CC=C(C=C12)OCC)C=1C=CC2=C(N(C=N2)C)C1)=O)F 1-(4-(difluoromethoxy)phenyl)-7-ethoxy-3-(1-methyl-1H-benzo[d]imidazol-6-yl)quinoxalin-2(1H)-one